(3S,7aS)-3-((cyclopentylmethoxy)methyl)tetrahydro-1H-pyrrolizine C1(CCCC1)COC[C@@H]1CCC2=CCCN12